6,7-dihydro-5H-cyclopenta[b]pyridin-7-ol N1=C2C(=CC=C1)CCC2O